FC=1C=CC(=NC1)N1N=CC(=C1O)C1=CC=C(C#N)C=C1 4-(1-(5-Fluoropyridin-2-yl)-5-hydroxy-1H-pyrazol-4-yl)benzonitrile